C(C)(C)(C)OC(NCCC1=CC=C(C=C1)OCCCC1=CC=NC=C1)=O 4-(3-(pyridin-4-yl)propoxy)phenethylcarbamic acid tert-butyl ester